C1CCC2=C(C=3CCCC3C=C12)NC(=O)N=[S@](=O)(N)C=1C=NC(=CC1)C(C)(C)O (R)-N'-((1,2,3,5,6,7-hexahydro-s-indacen-4-yl)carbamoyl)-6-(2-hydroxypropan-2-yl)pyridine-3-sulfonimidamide